BrC=1C=C2C=3CCN(C(C3NC2=CC1)C1=CC=C(C=C1)C)C(CCC1=CC=CC=C1)=O 6-bromo-1-(4-methylphenyl)-2-(3-phenylpropanoyl)-2,3,4,9-tetrahydro-1H-β-carboline